O1C(=NN=C1)C1CC2(C1)N(C(CN(C2=O)C2=C(C=C(C#N)C=C2)F)=O)CC2=CC=C(C=C2)C(F)(F)F 4-((2r,4r)-2-(1,3,4-oxadiazol-2-yl)-6,9-dioxo-5-(4-(trifluoromethyl)benzyl)-5,8-diazaspiro[3.5]nonan-8-yl)-3-fluorobenzonitrile